COC1=CC=C(C=C1)S(=O)(=O)N(CCC1=NC=CC=C1)C1=CC=CC=C1 4-Methoxy-N-phenyl-N-[2-(pyridin-2-yl)ethyl]benzensulfonamid